N-benzyl-4-((2,6-dioxo-3,6-dihydropyrimidin-1(2H)-yl)methyl)-N-methylbenzamide C(C1=CC=CC=C1)N(C(C1=CC=C(C=C1)CN1C(NC=CC1=O)=O)=O)C